N-butyl-6-[(2R,4S)-4-fluoro-2-[5-fluoro-2-(methylsulfanyl)phenyl]pyrrolidin-1-yl]imidazo[1,2-b]pyridazine-3-carbothioamide C(CCC)NC(=S)C1=CN=C2N1N=C(C=C2)N2[C@H](C[C@@H](C2)F)C2=C(C=CC(=C2)F)SC